4-(4-morpholinyl)aniline N1(CCOCC1)C1=CC=C(N)C=C1